CC1(CCC(CC1)N1N=CC=2C1=NC(=NC2NC(=O)C=2SC(=CC2)[N+](=O)[O-])C2=CC=C(C=C2)F)C N-(1-(4,4-dimethylcyclohexyl)-6-(4-fluorophenyl)-1H-pyrazolo[3,4-d]pyrimidin-4-yl)-5-nitrothiophene-2-carboxamide